10R-hydroxydocosahexaenoic acid OC(C=CC=CC=CC=CC(=O)O)=CC=CCCCCCCCCC